C(C1=CC=CC=C1)N1C[C@H](C[C@@H](C1)C1=CC=C(C=C1)C(F)(F)F)CC(=O)O Trans-2-(1-benzyl-5-(4-(trifluoromethyl)phenyl)piperidin-3-yl)acetic acid